5-((2,6-difluorobenzyl)oxy)-2-methylbenzofuran-3-carboxylic acid ethyl ester C(C)OC(=O)C1=C(OC2=C1C=C(C=C2)OCC2=C(C=CC=C2F)F)C